trimethoxysilylpropanol methacrylate C(C(=C)C)(=O)OC(CC)[Si](OC)(OC)OC